((5-(4-(trifluoromethyl)phenyl)oxazol-2-yl)amino)pyridine-3,4-diol FC(C1=CC=C(C=C1)C1=CN=C(O1)NC1=NC=CC(=C1O)O)(F)F